(pentamethylcyclopentadienyl)iridium(III) CC1=C(C(=C(C1(C)[Ir+2])C)C)C